Cl[Pt](Cl)(Cl)Cl dichloroplatinum dichloride